(1-benzyl-5-hydroxy-2-methyl-4-(piperidin-1-ylmethyl)-1H-indol-3-yl)ethan-1-one C(C1=CC=CC=C1)N1C(=C(C2=C(C(=CC=C12)O)CN1CCCCC1)C(C)=O)C